sodium (R)-5-(4-(5-fluoro-4-(2-fluoro-4-methoxyphenyl)-2-oxopyridin-1(2H)-yl)-2-(methylsulfonyl)butan-2-yl)-1,3,4,2-dioxazaborol-2-oate FC=1C(=CC(N(C1)CC[C@@](C)(S(=O)(=O)C)C1=NOB(O1)C(=O)[O-])=O)C1=C(C=C(C=C1)OC)F.[Na+]